Cl.COC1=CC=C(C=C1)N1[C@@H]2CN[C@H](C1)C2 (1S,4S)-2-(4-methoxyphenyl)-2,5-diazabicyclo[2.2.1]Heptane hydrochloride